C[C@@H]1[C@@H](C[C@H](C2=CC[C@H](C[C@]12C)C(=C)C)O)O The molecule is an eremophilane sesquiterpenoid that is (+)-5-epi-aristolochene bearing additional 1beta- and 3alpha-hydroxy substituents. It has a role as a metabolite. It derives from a (+)-5-epi-aristolochene.